C([C@@H](C(=O)O)O)C(=O)O L-(-)-Malic acid